C(=C)C=1C(=NC=CC1)CNCCCCNC(OC(C)(C)C)=O tert-butyl (4-(((3-vinylpyridin-2-yl)methyl)amino)butyl)carbamate